4-(1-(4-(2,2-Dioxido-2-thia-5-azabicyclo[2.2.1]heptan-5-yl)phenyl)-3-((quinuclidin-4-ylmethyl)amino)-1H-pyrazol-5-yl)-2-fluorobenzonitrile 2,2,2-trifluoroacetate FC(C(=O)O)(F)F.O=S1(C2CN(C(C1)C2)C2=CC=C(C=C2)N2N=C(C=C2C2=CC(=C(C#N)C=C2)F)NCC21CCN(CC2)CC1)=O